FC=1C(=C(C=CC1)C1N=C(NC(=C1C(=O)OCC)C12C3C4C5(C3C1C5C24)C(=O)OC)C=2SC=CN2)C Ethyl 4-(3-fluoro-2-methylphenyl)-6-((2r,3R,4r,5S)-4-(methoxycarbonyl)cuban-1-yl)-2-(thiazol-2-yl)-1,4-dihydropyrimidine-5-carboxylate